5-(2-amino-6-fluoro-5-(4-(4-isopropylpiperazin-1-yl)phenyl)pyridin-3-yl)-7-fluoroisoindolin-1-one NC1=NC(=C(C=C1C=1C=C2CNC(C2=C(C1)F)=O)C1=CC=C(C=C1)N1CCN(CC1)C(C)C)F